1-(tert-butyl)-5-(furan-2-yl)-1H-pyrazole-3-carboxylic acid ethyl ester C(C)OC(=O)C1=NN(C(=C1)C=1OC=CC1)C(C)(C)C